C1(=CC=CC=C1)S(=O)(=O)C1=CC(=C(C=C1)NC(=O)C1=NC=CC=C1)OC N-[4-(benzenesulfonyl)-2-methoxyphenyl]pyridine-2-formamide